1-(3-aminopropyl)-2-pyrrolidonium acetate C(C)(=O)[O-].NCCC[NH+]1C(CCC1)=O